OC1=CC(=CC2=CC=C(C=C12)OC)C(=O)OCCCC n-Butyl 4-hydroxy-6-methoxy-2-naphthoate